bis-biphenyltetracarboxylic dianhydride C1(=C(C(=C(C(=C1)C(=O)O)C(=O)O)C(=O)O)C(=O)OC(=O)C=1C(=C(C=C(C1C(=O)O)C(=O)O)C1=CC=CC=C1)C(=O)OC(=O)C1=C(C=C(C(=C1C(=O)O)C(=O)O)C(=O)O)C1=CC=CC=C1)C1=CC=CC=C1